4-propenyl-2,6-dichlorophenol C(=CC)C1=CC(=C(C(=C1)Cl)O)Cl